FC(C1=CN=C2N1C=C(N=C2N2[C@H](CC2)C)C=2C=NN(C2)C2CN(C2)C(=O)OC(C)(C)C)F tert-butyl 3-[4-[3-(difluoromethyl)-8-[(2S)-2-methylazetidin-1-yl]imidazo[1,2-a]pyrazin-6-yl]pyrazol-1-yl]azetidine-1-carboxylate